(E)-3-(4-((4,6-diphenyl-1,3,5-triazin-2-yl)amino)phenyl)-N-(3-hydroxypropyl)acrylamide C1(=CC=CC=C1)C1=NC(=NC(=N1)C1=CC=CC=C1)NC1=CC=C(C=C1)/C=C/C(=O)NCCCO